C(C)OC=1C=C2C(=CN1)O[C@]1(CN[C@H](C1)C)C2 (2R,5'S)-5-ethoxy-5'-methyl-3H-spiro[furo[2,3-c]pyridine-2,3'-pyrrolidine]